C1=CC=CC=2C3=CC=CC=C3C(C12)COC(=O)N(CC1=CC=C(C=C1)NC1=NC=C(C(=N1)NC1=C(C=CC=C1)C(NOC)=O)C(F)(F)F)C1=C(C=CC=C1)C1CN(CCC1)C(=O)[O-] 3-(((((9H-fluoren-9-yl)methoxy)carbonyl)(4-(((4-((2-(methoxycarbamoyl)phenyl)amino))-5-(trifluoromethyl)pyrimidin-2-yl)amino)benzyl)amino)phenyl)piperidine-1-carboxylate